(S)-N-methyldiphenyl-prolyl alcohol CN1[C@](C(CC1)C1=CC=CC=C1)(C(=O)O)C1=CC=CC=C1